1-(4-thiophenylphenyl)-(3-cyclohexyl)-propane-1,2-dione S1C(=CC=C1)C1=CC=C(C=C1)C(C(CC1CCCCC1)=O)=O